5-{[4-amino-6-(1,2-thiazol-3-yl)-2H-pyrazolo[3,4-d]pyrimidin-2-yl]methyl}-2-methylphenol NC=1C=2C(N=C(N1)C1=NSC=C1)=NN(C2)CC=2C=CC(=C(C2)O)C